2,2',2'',2'''-((2R,5R,8R,11R)-1,4,7,10-tetraazacyclododecane-2,5,8,11-tetrayl)tetraacetamide N1[C@@H](CN[C@@H](CN[C@@H](CN[C@@H](C1)CC(=O)N)CC(=O)N)CC(=O)N)CC(=O)N